1-(3-fluorooxetan-3-yl)methanamine FC1(COC1)CN